ClC=1C=C(C=CC1)NC(=O)NC1=CC=CC=C1 1-(3-chlorophenyl)-3-phenyl-urea